2,5-dioxopyrrolidin-1-yl L-leucinate N[C@@H](CC(C)C)C(=O)ON1C(CCC1=O)=O